tert-butyl (R)-2-(((1-(4-fluoro-3-(trifluoromethyl)phenyl)cyclopropyl)(methoxycarbonyl)amino)methyl)-2-methylpyrrolidine-1-carboxylate FC1=C(C=C(C=C1)C1(CC1)N(C(=O)OC)C[C@@]1(N(CCC1)C(=O)OC(C)(C)C)C)C(F)(F)F